((3-fluoro-bicyclo[1.1.1]pent-1-yl)methyl)carbamic acid tert-butyl ester C(C)(C)(C)OC(NCC12CC(C1)(C2)F)=O